C.[Sb].[Sb] diantimony methane